BrC=1C=C(CNC=2C=C3C(=NNC3=CC2)C=CC2=NC=CC=C2)C=C(C1)F N-(3-bromo-5-fluorobenzyl)-3-(2-(pyridin-2-yl)vinyl)-1H-indazol-5-amine